CC1=C(C(=C(C1([Hf]C=1CC=2C=C3C(=CC2C1CCC1=CC=CC=C1)C=CC=C3)C)C)C)C pentamethylcyclopentadienyl-(1-phenethyl-benz[f]indenyl)hafnium